COC(=O)C1(CC2=C(C(=CC(=C2C1)C)CCCCC)C)C(=O)OC 4,7-dimethyl-6-pentyl-1,3-dihydro-2H-indene-2,2-dicarboxylic acid dimethyl ester